C(C)OS(=O)(=O)[O-].C(CCCCCCCCCCCCCCC)[N+]1(CCOCC1)CC hexadecyl-ethylmorpholinium ethyl-sulfate